5-(1-(2,2-difluoroethyl)-3-(trifluoromethyl)-1H-pyrazol-4-yl)-N-(4-((4-glycylpiperazin-1-yl)sulfonyl)phenyl)-1-methyl-1H-imidazole-2-carboxamide formate C(=O)O.FC(CN1N=C(C(=C1)C1=CN=C(N1C)C(=O)NC1=CC=C(C=C1)S(=O)(=O)N1CCN(CC1)C(CN)=O)C(F)(F)F)F